N-(2-ethylamino)-4-[5-(trifluoromethyl)-1,2,4-oxadiazol-3-yl]benzamide hydrochloride Cl.CCNNC(C1=CC=C(C=C1)C1=NOC(=N1)C(F)(F)F)=O